C(C)(=O)O[C@H]1[C@H](OC(C)=O)[C@H]([C@@H](OC(C)=O)[C@H](O1)COC(C)=O)N1N=NC(=C1)C=1N=C(SC1)O 1,2,4,6-tetra-O-acetyl-3-deoxy-3-[4-(2-hydroxythiazol-4-yl)-1H-1,2,3-triazol-1-yl]-β-D-galactopyranose